7-bromo-6-chloro-1-(4,6-diisopropylpyrimidin-5-yl)-8-fluoro-4-hydroxylquinolin-2(1H)-one BrC1=C(C=C2C(=CC(N(C2=C1F)C=1C(=NC=NC1C(C)C)C(C)C)=O)O)Cl